1-(tert-butyl) 2-methyl (2S,3S,4R)-4-methoxy-3-(3-((3aS,4S,6S,7aR)-3a,5,5-trimethylhexahydro-4,6-methanobenzo[d][1,3,2]dioxaborol-2-yl)propyl)pyrrolidine-1,2-dicarboxylate CO[C@@H]1[C@H]([C@H](N(C1)C(=O)OC(C)(C)C)C(=O)OC)CCCB1O[C@@]2([C@H](O1)C[C@H]1C([C@@H]2C1)(C)C)C